2-(6-chloro-4-fluoropyridin-3-yl)-5-((4,4-difluoropiperidin-1-yl)methyl)pyrazine ClC1=CC(=C(C=N1)C1=NC=C(N=C1)CN1CCC(CC1)(F)F)F